C[Si](C)(C)OS(=O)(=O)C(F)(F)F Trimethylsilyl-trifluoromethansulfonat